1-(2-hydroxyethyl)-3-decyl-imidazole OCCN1CN(C=C1)CCCCCCCCCC